N-Phenethyl-5-(pyrimidin-5-yl)-1H-benzo[d]imidazole-1-carboxamide C(CC1=CC=CC=C1)NC(=O)N1C=NC2=C1C=CC(=C2)C=2C=NC=NC2